4-(6-chlorofuro[3,2-c]pyridin-4-yl)-N-[trans-4-(2-hydroxypropan-2-yl)cyclohexyl]benzamide ClC1=CC2=C(C(=N1)C1=CC=C(C(=O)N[C@@H]3CC[C@H](CC3)C(C)(C)O)C=C1)C=CO2